trihexyl-tin acetate C(C)(=O)[O-].C(CCCCC)[Sn+](CCCCCC)CCCCCC